2-fluoro-4-(3-(trifluoromethyl)-5,6-dihydro-[1,2,4]triazolo[4,3-a]pyrazin-7(8H)-yl)benzonitrile FC1=C(C#N)C=CC(=C1)N1CC=2N(CC1)C(=NN2)C(F)(F)F